benzyl 4-[7-(3-benzyloxy-1-naphthyl)-2-[[(2R)-1-tert-butoxycarbonyl-5,5-dimethyl-pyrrolidin-2-yl]methoxy]-6,8-dihydro-5H-pyrido[3,4-d]pyrimidin-4-yl]piperazine-1-carboxylate C(C1=CC=CC=C1)OC=1C=C(C2=CC=CC=C2C1)N1CC=2N=C(N=C(C2CC1)N1CCN(CC1)C(=O)OCC1=CC=CC=C1)OC[C@@H]1N(C(CC1)(C)C)C(=O)OC(C)(C)C